C(C)(=O)N1CCC(CC1)N(C(OC(C)(C)C)=O)CC=1C(=NC(=CC1)C1=C(C(=CC=C1)C1=C(C(=NC=C1)C1=CC(=C(C=C1)C=O)OC)Cl)Cl)OC tert-butyl (1-acetylpiperidin-4-yl)((6-(2-chloro-3-(3-chloro-2-(4-formyl-3-methoxyphenyl)-pyridin-4-yl)-phenyl)-2-methoxypyridin-3-yl)methyl)carbamate